rac-Benzyl ((2S,3R,4R)-1-acetyl-2-cyclopropyl-6-(1-(2-methoxyethyl)-1H-pyrazol-4-yl)-3-methyl-1,2,3,4-tetrahydroquinolin-4-yl)carbamate C(C)(=O)N1[C@H]([C@@H]([C@H](C2=CC(=CC=C12)C=1C=NN(C1)CCOC)NC(OCC1=CC=CC=C1)=O)C)C1CC1 |r|